[O-2].[Mn+2].[Sr+2].[Mg+2].[Sr+2].[La+3] lanthanum strontium magnesium strontium manganese oxide